(3-(triethoxysilyl) propyl) octylformate C(CCCCCCC)C(=O)OCCC[Si](OCC)(OCC)OCC